2-amino-N-{(1S,2S)-2-[(4-{(5S)-5-[4-(2-hydroxyethyl)piperazin-1-yl]-5,6,7,8-tetrahydronaphthalen-2-yl}phenyl)methoxy]cyclopentyl}-5-(1-methyl-1H-pyrazol-4-yl)pyridine-3-carboxamide NC1=NC=C(C=C1C(=O)N[C@@H]1[C@H](CCC1)OCC1=CC=C(C=C1)C1=CC=2CCC[C@@H](C2C=C1)N1CCN(CC1)CCO)C=1C=NN(C1)C